COC1=CC=C(CN(S(=O)(=O)C(C(=O)N)CCCC=C)CC2=CC=C(C=C2)OC)C=C1 (3R)-(N,N-BIS(4-METHOXYBENZYL)SULFAMOYL)HEPT-6-ENAMIDE